CN(N=C(C)C(C)(C)C)/C=C/C(=O)OCC ethyl (2E)-3-[1-methyl-2-(3,3-dimethylbutan-2-ylidene)hydrazinyl]prop-2-enoate